7-(5-chloro-2,4-difluorophenyl)-8-(((S)-3-hydroxy-2-(pyridin-4-yloxy)propyl)thio)-6-(trifluoromethyl)quinazoline-2,4(1H,3H)-dione ClC=1C(=CC(=C(C1)C1=C(C=C2C(NC(NC2=C1SC[C@H](CO)OC1=CC=NC=C1)=O)=O)C(F)(F)F)F)F